C(C)O[Si](CCCN=C=O)(OCC)OCC triethoxy(3-isocyanatopropyl)silicon